C(C)OC(CCC1SC2=C(C=C(C=C2CC1)Br)F)=O 3-(6-bromo-8-fluoro-thiochroman-2-yl)propionic acid ethyl ester